N-[5-(2,6-difluoro-4-methoxyphenyl)-2-[3-ethyl-6-(3-hydroxy-3-methylazetidin-1-yl)pyridin-2-yl]-1-methyl-3-oxo-2,3-dihydro-1H-pyrazol-4-yl]-4-(difluoromethoxy)benzamide FC1=C(C(=CC(=C1)OC)F)C1=C(C(N(N1C)C1=NC(=CC=C1CC)N1CC(C1)(C)O)=O)NC(C1=CC=C(C=C1)OC(F)F)=O